6H-benzo[CD]pyrene-6-one C1=CC2=C3C(C(C4=CC=CC5=CC=C1C3=C45)=O)=CC=C2